4-(Bromomethyl)-5-cyclopropyl-3-(2-(trifluoromethoxy)phenyl)isoxazole BrCC=1C(=NOC1C1CC1)C1=C(C=CC=C1)OC(F)(F)F